C1CCN(C1)CCC2=CNC3=CC=CC=C32 N,N-Tetramethylenetryptamine